CNC1=CC(=CC=C1)SC N-methyl-3-(methylthio)aniline